1-(2,3-dihydrofuro[2,3-b]pyridin-5-yl)ethan-1-ol O1CCC=2C1=NC=C(C2)C(C)O